(9Z,12Z)-9,12-octadecadien CCCCCCCC\C=C/C\C=C/CCCCC